OC=1C=C(C=CC1O)CC(=O)O 3,4-dihydroxyl-phenylacetic acid